N4-[6-methyl-2-(6-methyl-2-pyridyl)pyrimidin-4-yl]-N2-[4-(4-methylpiperazin-1-yl)phenyl]pyrimidine-2,4-diamine CC1=CC(=NC(=N1)C1=NC(=CC=C1)C)NC1=NC(=NC=C1)NC1=CC=C(C=C1)N1CCN(CC1)C